NC1=NC=CC(=C1)C=1C=C2C(=NNC2=C(C1)C1=COC=C1)N 5-(2-aminopyridin-4-yl)-7-(furan-3-yl)-1H-indazol-3-amine